2-(4'-diethylaminobenzylidene)-3-hydroxy-1-indenone C(C)N(C1=CC=C(C=C2C(C3=CC=CC=C3C2O)=O)C=C1)CC